ClC1=NC=NC(=C1C=O)NC1CC1 4-chloro-6-(cyclopropylamino)pyrimidine-5-carbaldehyde